6-((5-methoxy-7-methyl-1H-indol-4-yl)methyl)-7-oxo-6,7-dihydro-5H-pyrrolo[3,4-b]pyridine-2-carbonitrile COC=1C(=C2C=CNC2=C(C1)C)CN1C(C2=NC(=CC=C2C1)C#N)=O